CC1(C=2C=CC(=CC2C(CC1)(C)C)NC1CCC(CC1)N)C N1-(5,5,8,8-tetramethyl-5,6,7,8-tetrahydronaphthalen-2-yl)cyclohexane-1,4-diamine